(3-(4-fluorophenyl)bicyclo[1.1.1]pentan-1-yl)methanol FC1=CC=C(C=C1)C12CC(C1)(C2)CO